4-(2,4-difluorophenyl)-6H-1,3-thiazin-2-amine FC1=C(C=CC(=C1)F)C=1N=C(SCC1)N